FC1=C2CCN(C2=CC=C1F)C(CCC(=O)O)=O 4-(4,5-difluoroindolin-1-yl)-4-oxobutanoic acid